(R)-8-(8-(phenylthio)-[1,2,4]triazolo[1,5-c]pyrimidin-5-yl)-8-azaspiro[4.5]decan-1-amine C1(=CC=CC=C1)SC=1C=2N(C(=NC1)N1CCC3(CCC[C@H]3N)CC1)N=CN2